CNC(=O)C1=NC=C(C=C1)N1CCNCC1 n-methyl-5-(piperazin-1-yl)pyridinecarboxamide